1-(2-dimethylaminoethyl)-4-propylpiperazine CN(CCN1CCN(CC1)CCC)C